tert-butyl (2-(4-(3-amino-2-methoxyphenyl)-1H-pyrazol-1-yl)ethyl)carbamate NC=1C(=C(C=CC1)C=1C=NN(C1)CCNC(OC(C)(C)C)=O)OC